3-(3,4-dimethoxybenzyl)-7-methoxy-6-methyl-3,4-dihydro-2H-chromene-3,4-diol COC=1C=C(CC2(COC3=CC(=C(C=C3C2O)C)OC)O)C=CC1OC